O1C=NC(=C1)C=O oxazole-4-carbaldehyde